[Cl-].[NH+]=1NN=NC1 Azatriazolium chloride